(2,4-dichlorophenoxy)-N-toluenesulfonylacetamide ClC1=C(OCC(=O)NS(=O)(=O)CC2=CC=CC=C2)C=CC(=C1)Cl